2-(7-((2S,5R)-4-(1-(4-cyclopropyl-2-fluorophenyl)ethyl)-2,5-diethylpiperazin-1-yl)-4-methyl-5-oxo-4,5-dihydro-2H-pyrazolo[4,3-b]pyridin-2-yl)acetonitrile C1(CC1)C1=CC(=C(C=C1)C(C)N1C[C@@H](N(C[C@H]1CC)C=1C=2C(N(C(C1)=O)C)=CN(N2)CC#N)CC)F